C1(=C(C=CC=C1)C1=C(C(=NN=N1)C=1C(=C(C=CC1)C1=CC=CC=C1)C1=C(C=CC=2[Se]C3=C(C21)C=CC=C3)C3=CC=CC=C3)C3=CC=CC=C3)C3=CC=CC=C3 [(biphenylyl)phenyltriazinyl](phenyldibenzoselenophenyl)biphenyl